pentadecylamine C(CCCCCCCCCCCCCC)N